Cl.C(CC)NC(=N)NC(=N)N N1-propyl-Biguanide Hydrochloride